[Fe].[Cr].[Sn] tin chromium iron